(R)-4-((3-isopropyl-7-(piperidin-4-ylamino)pyrazolo[1,5-a]pyrimidin-5-yl)amino)pyrrolidin-2-one C(C)(C)C=1C=NN2C1N=C(C=C2NC2CCNCC2)N[C@@H]2CC(NC2)=O